NC1=NC2=NC=C(N=C2C(=N1)O)CNC1=CC=C(C(=O)N[C@H](C(=O)O)CCC(=O)NNC(=O)OC(C)(C)C)C=C1 (2S)-2-[[4-[(2-amino-4-hydroxy-pteridin-6-yl)methylamino]benzoyl]amino]-5-(2-tert-butoxycarbonylhydrazino)-5-oxo-pentanoic acid